2-(prop-1-yn-1-yl)isonicotinate C(#CC)C=1C=C(C(=O)[O-])C=CN1